[Zn+2].CC(CC(C)=O)=O.CC(CC(C)=O)=O bis(2,4-pentanedione) zinc (II)